1-(3,5-dibromo-2-hydroxymethylphenyl)-3-(2-chloropyridin-4-yl)urea BrC=1C(=C(C=C(C1)Br)NC(=O)NC1=CC(=NC=C1)Cl)CO